3-(2-hydroxy-ethyl)-5-methyl-2-phenyl-thiazolidin-4-one OCCN1C(SC(C1=O)C)C1=CC=CC=C1